6-(isopropyl(methyl)amino)-2-(6-(4-(4-methoxyphenyl)-4H-1,2,4-triazol-3-yl)pyridin-2-yl)-4-((methylamino)methyl)-2,3-dihydro-1H-pyrrolo[3,4-c]pyridin-1-one C(C)(C)N(C1=CC2=C(C(=N1)CNC)CN(C2=O)C2=NC(=CC=C2)C2=NN=CN2C2=CC=C(C=C2)OC)C